C(C=C)(=O)N1[C@H](CN(CC1)C1=NC(=NC=2C[C@@H](CCC12)N1CCCC2=CC=CC(=C12)F)N1C[C@H]([C@@H](C1)OC)N(C)C)CC#N 2-((S)-1-Acryloyl-4-((R)-2-((3R,4R)-3-(dimethylamino)-4-methoxypyrrolidin-1-yl)-7-(8-fluoro-3,4-dihydroquinolin-1(2H)-yl)-5,6,7,8-tetrahydroquinazolin-4-yl)piperazin-2-yl)acetonitrile